((1S,3r)-3-hydroxy-3-methylcyclobutyl)(6-((S)-1-(6-methyl-5-(trifluoromethyl)pyridin-2-yl)ethyl)-2-azaspiro[3.3]hept-2-yl)methanone 3,3,5-trimethylcyclohexyl-salicylate CC1(CC(CC(C1)C)OC=1C(C(=O)O)=CC=CC1)C.OC1(CC(C1)C(=O)N1CC2(C1)CC(C2)[C@H](C)C2=NC(=C(C=C2)C(F)(F)F)C)C